The molecule is a hydroperoxy fatty acid that is (10E,12Z,14E)-octadecatrienoic acid carrying two hydroperoxy substituents at positions 9 and 16 (the 9S,16S-diastereomer). It is a hydroperoxy fatty acid, a lipid hydroperoxide, a long-chain fatty acid, an octadecanoid and a trienoic fatty acid. It is a conjugate acid of a (9S,10E,12Z,14E,16S)-9,16-bis(hydroperoxy)octadecatrienoate. CC[C@@H](/C=C/C=C\\C=C\\[C@H](CCCCCCCC(=O)O)OO)OO